4-(6-Acetylpyridin-3-yl)piperazine-1-carboxylic acid benzyl ester C(C1=CC=CC=C1)OC(=O)N1CCN(CC1)C=1C=NC(=CC1)C(C)=O